COC1=C(C(=CC=C1)OC)C1=CN(C2=NC(=CC=C21)NC(=O)[C@H]2[C@@H](C2)C=O)COCC[Si](C)(C)C trans-N-[3-(2,6-dimethoxyphenyl)-1-[[2-(trimethylsilyl)ethoxy]methyl]pyrrolo[2,3-b]pyridin-6-yl]-2-formylcyclopropane-1-carboxamide